C(=C)[Si](OCCCCCCC)(OCCCCCCC)OCCCCCCC vinyl-tris(n-heptyloxy)silane